(S)-N-{(S)-2-(6-Cyano-3-methylpyridine-2-yl)-1-[2-(6-methylbenzo[d]isoxazol-3-yl)phenyl]ethyl}-2-methylpropane-2-sulfinamide C(#N)C1=CC=C(C(=N1)C[C@@H](C1=C(C=CC=C1)C1=NOC2=C1C=CC(=C2)C)N[S@@](=O)C(C)(C)C)C